Phenyl ((S)-5-amino-1-((2S,4R)-2-(((S)-1-(4-ethynylphenyl)ethyl)carbamoyl)-4-hydroxypyrrolidin-1-yl)-3,3-dimethyl-1,5-dioxopentan-2-yl)carbamate carbamate C(N)(O)=O.NC(CC([C@@H](C(=O)N1[C@@H](C[C@H](C1)O)C(N[C@@H](C)C1=CC=C(C=C1)C#C)=O)NC(OC1=CC=CC=C1)=O)(C)C)=O